COC(CC(CC1=CC=CC=C1)S(N)(=O)=O)=O.BrC1=CC=C(C=C1)OCCC=C 1-bromo-4-(but-3-en-1-yloxy)benzene Methyl-4-phenyl-3-sulfamoylbutanoate